N-[methyloxido[1-[6-(trifluoromethyl)-3-pyridinyl]ethyl]-λ4-sulfanylidene]cyanamide CCC(C=1C=NC(=CC1)C(F)(F)F)S(=NC#N)[O-]